N-[(1H-benzimidazol-2-yl)methyl]-8-cyclopropyl-2-(piperazin-1-yl)pyrazolo[1,5-a][1,3,5]triazin-4-amine N1C(=NC2=C1C=CC=C2)CNC2=NC(=NC=1N2N=CC1C1CC1)N1CCNCC1